C(OC1(CC(C1)C1=C(C=C(C(=C1)OC)N1C(C=CC2=CC(=CC=C12)S(N(CC1=CC=C(C=C1)OC)C1=NOC=C1)(=O)=O)=O)F)C(F)(F)F)(OC1=CC=CC=C1)=S (P)-O-(3-(2-FLUORO-4-(6-(N-(ISOXAZOL-3-YL)-N-(4-METHOXYBENZYL)SULFAMOYL)-2-OXOQUINOLIN-1(2H)-YL)-5-METHOXYPHENYL)-1-(TRIFLUOROMETHYL)CYCLOBUTYL) O-PHENYL CARBONOTHIOATE